4-(4-(3-isopropyl-2-(3-methyl-[1,2,3]triazolo[1,5-a]pyridin-5-yl)-1H-indol-5-yl)piperidin-1-yl)tetrahydro-2H-thiopyran 1,1-dioxide C(C)(C)C1=C(NC2=CC=C(C=C12)C1CCN(CC1)C1CCS(CC1)(=O)=O)C1=CC=2N(C=C1)N=NC2C